9-(4-bromophenyl)-1-phenylcarbazole BrC1=CC=C(C=C1)N1C2=CC=CC=C2C=2C=CC=C(C12)C1=CC=CC=C1